OCCN1C(C2=CC=C(C=C2CC1)OCC1=CC=C(C=C1)OC)=O 2-(2-Hydroxyethyl)-6-[(4-methoxyphenyl)methoxy]-3,4-dihydroisoquinolin-1-one